C(C)(C)(C)OC(NC1(CN(CCC1)C=1C=NC(=CC1CO)C1=CC(=C(C=C1)F)F)COC1CC1)=O (3-(cyclopropoxymethyl)-1-(6-(3,4-difluorophenyl)-4-(hydroxymethyl)pyridin-3-yl)piperidin-3-yl)carbamic acid tert-butyl ester